(4Z)-6-(2,2,3-trimethyl-3-cyclopenten-1-yl)-4-hexenal CC1(C(CC=C1C)C\C=C/CCC=O)C